N1CCC2CCC[C@H](C12)N(C(=O)NCC1=CC=C(C=C1)OC(C)C)CC1=C(C=C(C=C1)F)F 1-[(7r,8as)-octahydroindol-7-yl]-1-[(2,4-difluorophenyl)methyl]-3-{[4-(propan-2-yloxy)phenyl]methyl}urea